C(C)(C)(C)OC(=O)OCC(=O)N1CCC(CC1)N(C(OC(C)(C)C)=O)CC=1C(=NC(=CC1)C1=C(C(=CC=C1)C1=C(C(=NC=C1)Cl)Cl)Cl)OC tert-Butyl (1-(2-((tert-butoxycarbonyl)oxy)acetyl)piperidin-4-yl)((6-(2-chloro-3-(2,3-dichloropyridin-4-yl)phenyl)-2-methoxypyridin-3-yl)methyl)carbamate